FC1=C(C(=O)NN)C=CC(=C1)F 2,4-difluorobenzoic acid, hydrazide